C1CCN(CC1)C2=CC=CC=C2NC(=O)CCC(=O)O N-(2-PIPERIDIN-1-YL-PHENYL)-SUCCINAMIC ACID